(L)-N-[(4-hydroxy-3-methoxyphenyl)methyl]-8-methylnon-6-enamide OC1=C(C=C(C=C1)CNC(CCCCC=CC(C)C)=O)OC